CP(C1=C(C=CC=C1)NC=1C2=C(N=C(N1)NC=1C=CC3=C(OC[C@H]4N3CCN(C4)C)C1)NC=C2C(F)(F)F)(C)=O (S)-dimethyl-(2-((2-((3-methyl-1,2,3,4,4a,5-hexahydrobenzo[b]pyrazino[1,2-d][1,4]oxazin-8-yl)amino)-5-(trifluoromethyl)-7H-pyrrolo[2,3-d]pyrimidin-4-yl)amino)phenyl)phosphine oxide